N-{2-[4-amino-7-(1H-pyrazol-3-yl)-2H-pyrazolo[3,4-c]quinolin-2-yl]ethyl}-N-methylbenzamide NC1=NC=2C=C(C=CC2C=2C1=NN(C2)CCN(C(C2=CC=CC=C2)=O)C)C2=NNC=C2